trihydroxy-propylsilane O[Si](CCC)(O)O